7-amino-3-(2-chloro-6-methyl-phenyl)-1-(1-methylazetidin-3-yl)-4H-pyrido[4,3-d]pyrimidin-2-one NC1=CC=2N(C(N(CC2C=N1)C1=C(C=CC=C1C)Cl)=O)C1CN(C1)C